FC1=C(C(=CC(=C1)S)F)N1N=C(C=C1)C=1C=CC(=C(C1)CNC(OC)=O)C methyl N-[[5-[1-(2,6-difluoro-4-mercaptophenyl)-1H-pyrazol-3-yl]-2-methylphenyl]methyl]carbamate